2-(2-Hydroxy-4-[2-hydroxy-3-dodecyloxy-propyloxy]-phenyl)-4,6-bis-(2,4-dimethylphenyl)-1,3,5-triazin OC1=C(C=CC(=C1)OCC(COCCCCCCCCCCCC)O)C1=NC(=NC(=N1)C1=C(C=C(C=C1)C)C)C1=C(C=C(C=C1)C)C